1-Methyl-1H-pyrazol-4-yl-4-boronic acid B(C1=CN(N=C1)C)(O)O